6-[3-(methoxymethyl)-1H-1,2,4-triazol-5-yl]-4-{[(3S)-piperidin-3-yl]amino}pyrido[3,2-d]pyrimidine-8-carboxamide COCC1=NNC(=N1)C=1C=C(C=2N=CN=C(C2N1)N[C@@H]1CNCCC1)C(=O)N